C[Si](OC(C)CC)(C)C trimethyl-(sec-butoxy)silane